C(C1=CC=CC=C1)OC1C2C=CC(C=C2)C1OCC1=CC=CC=C1 7,8-bis(benzyloxy)bicyclo[2.2.2]octa-2,5-diene